OC1=C(C=C(C(=O)OC)C=C1)OC methyl 4-hydroxy-3-methoxy-benzoate